O=C1NC(CCC1N1C(C2=CC=C(C=C2C1=O)CN1CCC(CC1)N1CCN(CC1)C1=NC(=CC=C1)C1=CN=C2N1N=C(C=C2)N2[C@H](CCC2)C2=CC(=CC=C2)F)=O)=O 2-(2,6-dioxopiperidin-3-yl)-5-((4-(4-(6-(6-((R)-2-(3-fluorophenyl)pyrrolidin-1-yl)imidazo[1,2-b]pyridazin-3-yl)pyridin-2-yl)piperazin-1-yl)piperidin-1-yl)methyl)isoindoline-1,3-dione